8-Ethyl-5-fluoro-2,2-dimethyl-4a-phenyl-4,4a-dihydro-1H-pyrimido[1,2-a]quinolin-3(2H)-one C(C)C=1C=C2C=C(C3(N(C2=CC1)CC(C(N3)=O)(C)C)C3=CC=CC=C3)F